C12C3OC3C(C(C1)C(=O)[O-])C2.[Nb+5].C21C3OC3C(C(C2)C(=O)[O-])C1.C12C3OC3C(C(C1)C(=O)[O-])C2.C21C3OC3C(C(C2)C(=O)[O-])C1.C12C3OC3C(C(C1)C(=O)[O-])C2 niobium 3-oxatricyclo[3.2.1.02,4]octane-6-carboxylate